CN(S(=O)(=O)NCC1=C(C=C(C=C1C)C=1N=C(C(=NC1)N)OC=1C=NN(C1)C1CCN(CC1)C)C)C 5-(4-[[(dimethylsulfamoyl)amino]methyl]-3,5-dimethylphenyl)-3-[[1-(1-methylpiperidin-4-yl)pyrazol-4-yl]oxy]pyrazin-2-amine